1-[(3S,5R)-5-[(1R)-1-hydroxyethyl]-1-(prop-2-enoyl)pyrrolidin-3-yl]Pyrazole-4-carboxamide O[C@H](C)[C@H]1C[C@@H](CN1C(C=C)=O)N1N=CC(=C1)C(=O)N